CC1=CC=C(C(=N1)C=1C=C(C=CC1)C1=NC(=NC(=N1)C1=CC=CC=C1)C1=CC=CC=C1)C=1C=C(C=CC1)C1=NC(=NC(=N1)C1=CC=CC=C1)C1=CC=CC=C1 6,6'-((6-methylpyridine-2,3-diyl)bis(3,1-phenylene))bis(2,4-diphenyl-1,3,5-triazine)